2-(4-(3-chloro-4-((3,5-difluoropyridin-2-yl)methoxy)-5',6-dimethyl-2-oxo-2H-[1,4'-bipyridin]-2'-yl)thiazol-2-yl)-N,N,2-trimethylpropionamide ClC=1C(N(C(=CC1OCC1=NC=C(C=C1F)F)C)C1=CC(=NC=C1C)C=1N=C(SC1)C(C(=O)N(C)C)(C)C)=O